Tert-Butyl 5-((2-chlorophenyl)(hydroxy)methyl)thiazol-2-ylcarbamate ClC1=C(C=CC=C1)C(C1=CN=C(S1)NC(OC(C)(C)C)=O)O